FC1=NC(=C2N=CN(C2=N1)C1OCCCCC1)NCC1=CC(=CC=C1)Cl 2-fluoro-6-[(3-chlorobenzyl)amino]-9-(oxepan-2-yl)-9H-purine